bis(2,4-bismaleimidophenoxy)biphenyl Tert-butyl-8-fluoro-2-(6-methyl-2-((1-(methylsulfonyl)piperidin-4-yl)amino)pyrido[3,4-d]pyrimidin-8-yl)-2,6-diazaspiro[3.4]octane-6-carboxylate C(C)(C)(C)OC(=O)N1CC2(CN(C2)C2=NC(=CC3=C2N=C(N=C3)NC3CCN(CC3)S(=O)(=O)C)C)C(C1)F.C1(C=CC(N1C1=C(OC3=CC=C(C=C3)C3=CC=C(C=C3)OC3=C(C=C(C=C3)N3C(C=CC3=O)=O)N3C(C=CC3=O)=O)C=CC(=C1)N1C(C=CC1=O)=O)=O)=O